1,2,3,4-tetrahydroisoquinoline-7-carbaldehyde C1NCCC2=CC=C(C=C12)C=O